C(#N)C=1C=C2COC3(CCN(CC3)C(=O)C=3C=CC(=C(C3)NC(C3=CN=C(C=C3)N(C)CCO)=O)C)C2=CC1 N-(5-(5-cyano-3H-spiro[isobenzofuran-1,4'-piperidin]-1'-ylcarbonyl)-2-methylphenyl)-6-((2-hydroxyethyl)(methyl)amino)nicotinamide